BrC=1C=C2C(=NN(C(C2=CC1)=O)CC(=O)OC)CCF methyl 2-(6-bromo-4-(2-fluoroethyl)-1-oxophthalazin-2(1H)-yl)acetate